3-(3-bromo-5-fluoro-4-methoxyphenyl)-5-((tert-butyldimethylsilyl)oxy)-2-methylpentan-2-ol BrC=1C=C(C=C(C1OC)F)C(C(C)(O)C)CCO[Si](C)(C)C(C)(C)C